6-(2-Hydroxypropan-2-yl)-5-(6-(trifluoromethyl)picolinamido)-2H-indazol OC(C)(C)C=1C(=CC2=CNN=C2C1)NC(C1=NC(=CC=C1)C(F)(F)F)=O